perfluoronaphthyridine FC1=NC2=NC(=C(C(=C2C(=C1F)F)F)F)F